17α-hydroxypregnane-4-ene-3,11,20-trione O[C@]1(C(C)=O)CC[C@H]2[C@@H]3CCC4=CC(CC[C@]4(C)[C@H]3C(C[C@]12C)=O)=O